ClC1=C(C=CC(=C1)F)N1CCCN(S1(=O)=O)CC(=O)NC1C2CC3(CC(CC1C3)C2)C(=O)N 4-(2-(6-(2-chloro-4-fluorophenyl)-1,1-dioxido-1,2,6-thiadiazinan-2-yl)acetamido)adamantan-1-carboxamide